C(C1=CC=C(C(=O)[O-])C=C1)(=O)OCCCC butyl terephthalate